vinyloxyethanol benzyl-(3R)-3-[8-amino-5-chloro-1-[4-[[4-(trifluoromethyl)-2-pyridyl]carbamoyl]-phenyl]imidazo[1,5-a]pyrazin-3-yl]piperidine-1-carboxylate C(C1=CC=CC=C1)C1N(CCC[C@H]1C1=NC(=C2N1C(=CN=C2N)Cl)C2=CC=C(C=C2)C(NC2=NC=CC(=C2)C(F)(F)F)=O)C(=O)OC(C)OC=C